3-isopropyl-pyridine-carboxylic acid C(C)(C)C=1C(=NC=CC1)C(=O)O